1-(5-((7-oxabicyclo[2.2.1]hept-2-yl)ethynyl)-2-chloropyridin-4-yl)-4-methylpiperidin-4-ol C12C(CC(CC1)O2)C#CC=2C(=CC(=NC2)Cl)N2CCC(CC2)(O)C